FC(C1=CC2=C(N=C(N=C2)NC2CCN(CC2)S(=O)(=O)C)N(C1=O)[C@H]1[C@](CCC1)(C)O)F 6-(difluoromethyl)-8-[(1R,2R)-2-hydroxy-2-methylcyclopentyl]-2-[(1-methylsulfonylpiperidin-4-yl)amino]pyrido[2,3-d]pyrimidin-7-one